CCN(CC)CCNC(=O)C1=CC(=C(C=C1OC)N)Cl The molecule is a member of the class of benzamides resulting from the formal condensation of 4-amino-5-chloro-2-methoxybenzoic acid with the primary amino group of N,N-diethylethane-1,2-diamine. It has a role as an antiemetic, a dopaminergic antagonist, a gastrointestinal drug, a xenobiotic and an environmental contaminant. It is a tertiary amino compound, a substituted aniline, a member of benzamides and a member of monochlorobenzenes. It is a conjugate base of a metoclopramide(1+).